N[C@H](C(=O)N[C@@H](C(=O)N[C@H](C(=O)OCC)CCC1=NC2=C(N1C)C=CC(=C2)N(CCCl)CCCl)CC(C)C)CC2=CC=C(C=C2)F Ethyl (2S)-2-[[(2R)-2-[[(2S)-2-amino-3-(4-fluorophenyl)propanoyl]amino]-4-methyl-pentanoyl]amino]-4-[5-[bis(2-chloroethyl)amino]-1-methyl-benzimidazol-2-yl]butanoate